COC=1C=C(CNCC=2C=C(N(C)C)C=CC2)C=CC1 3-((3-methoxybenzyl-amino)methyl)-N,N-dimethylaniline